ClC=1C=C2C=NC(N3C2=C(C1C1=C(C=C(C=C1)F)F)SCC3)=O 9-chloro-10-(2,4-difluorophenyl)-2,3-dihydro-5H-[1,4]thiazino[2,3,4-ij]quinazolin-5-one